NC1=C(C=2C(=NC=C(C2S1)Cl)C=1C2=C(C=3C=NC(=NC3C1F)N1C[C@H]([C@H](C1)O)N(C)C)COC2)C#N 2-Amino-7-chloro-4-(3-((3R,4S)-3-(dimethylamino)-4-hydroxypyrrolidin-1-yl)-5-fluoro-7,9-dihydrofuro[3,4-f]quinazolin-6-yl)thieno[3,2-c]pyridine-3-carbonitrile